7-oxo-2-(3-(trifluoromethyl)phenyl)-2-azaspiro[3.5]non-5-ene-6-carbonitrile trifluoroacetate FC(C(=O)O)(F)F.O=C1C(=CC2(CN(C2)C2=CC(=CC=C2)C(F)(F)F)CC1)C#N